C(CO)(=O)NC1=C(C(=O)[O-])C=CC=C1 glycolamidobenzoate